N-(3-bromo-4-chlorophenyl)-2-((4-(8-methoxy-2-methyl-4-oxoquinazolin-3(4H)-yl)phenyl)thio)acetamide BrC=1C=C(C=CC1Cl)NC(CSC1=CC=C(C=C1)N1C(=NC2=C(C=CC=C2C1=O)OC)C)=O